ClC=1C=C(C=C(C1)Cl)C[C@@H](C(=O)NC)N1N=C(C=C1)C1=CC=CC=C1 (S)-N-(3-(3,5-dichlorophenyl)-1-(methylamino)-1-oxopropan-2-yl)-3-phenyl-1H-pyrazole